6-Chloro-3-((1-(3-chlorobenzoyl)-4-hydroxypiperidin-4-yl)methyl)-7-(3-methyl-4-((3s,6r)-6-methylmorpholin-3-yl)phenyl)-3,7-dihydro-4H-pyrrolo[2,3-d]pyrimidin-4-one ClC1=CC2=C(N=CN(C2=O)CC2(CCN(CC2)C(C2=CC(=CC=C2)Cl)=O)O)N1C1=CC(=C(C=C1)[C@@H]1NC[C@H](OC1)C)C